dimethylethyl methacrylate C(C(=C)C)(=O)OC(C)(C)C